BrC1=CC=C(C[C@H](N)C(=O)O)C=C1 L-4-Bromo-phenylalanine